O=C1NC(CCC1N1C(C2=CC=CC(=C2C1=O)NCCCCCCCNC12CC3CC2CC(C1)C3)=O)=O 2-(2,6-dioxopiperidin-3-yl)-4-((7-((hexahydro-2,5-methanopentalen-3a(1H)-yl)amino)heptyl)amino)isoindoline-1,3-dione